2-[4-(5-fluoro-3-methylbenzo[b]thiophene-2-sulfonylamino)-3-methylsulfonylphenyl]thiazole-4-carboxylic acid FC1=CC2=C(SC(=C2C)S(=O)(=O)NC2=C(C=C(C=C2)C=2SC=C(N2)C(=O)O)S(=O)(=O)C)C=C1